BrC1=C2C[C@H]3N(C[C@H](C(O)=O)C=C3C=3C=C(C=C(N1)C32)Br)C 2,13-dibromo-lysergic acid